F[B-](F)(F)F.F[B-](F)(F)F.CCCC butane bis(tetrafluoroborate)